CN(C(=O)[C@@H]1CN(CC[C@H]1NC(=O)C1=NOC(=C1)C1=C(C=C(C=C1)F)F)[C@@H]1[C@@H](CC1)C)C (3R,4R)-4-{[5-(2,4-difluoro-phenyl)-isoxazole-3-carbonyl]-amino}-1-((1S,2R)-2-methyl-cyclobutyl)-piperidine-3-carboxylic acid dimethylamide